4-amino-N-ethyl-N-((1R)-1-(6-(trifluoromethyl)-3-pyridazinyl)ethyl)-1,3-dihydrofuro[3,4-c][1,7]naphthyridine-8-carboxamide NC1=NC=2C=NC(=CC2C2=C1COC2)C(=O)N([C@H](C)C=2N=NC(=CC2)C(F)(F)F)CC